FC1(CCN(CC1)C1=NC(=CC(=N1)NC(C1=C(C=C(C=C1)NS(=O)(=O)CCO)N1C[C@H]2C[C@]2(CC1)OC)=O)C)F N-(2-(4,4-difluoropiperidin-1-yl)-6-methylpyrimidin-4-yl)-4-((2-hydroxyethyl)sulfonamido)-2-((1R,6R)-6-methoxy-3-azabicyclo[4.1.0]heptan-3-yl)benzamide